C(C)S(=O)(=O)C1=CC=C(C=C1)[C@H](CO)NC(C1=CC(=C(C=C1)N1S(C2=C(CC1)C=CC(=C2)F)(=O)=O)F)=O (R)-N-(1-(4-(ethylsulfonyl)phenyl)-2-hydroxyethyl)-3-fluoro-4-(7-fluoro-1,1-dioxo-3,4-dihydro-2H-benzo[e][1,2]thiazin-2-yl)benzamide